C(C)N1C(=CC=C1)C(C)=O 1-ETHYL-2-ACETYLPYRROLE